ClC1=CC=2N(C=C1)C(=CN2)S(=O)(=O)Cl 7-chloroimidazo[1,2-a]pyridine-3-sulfonyl chloride